COC1OC(C2=NC(=CC=C21)NC2=NC=C(C(=N2)N[C@H](CO)C2=CC=CC=C2)C=2OC(=NN2)C=2C=NC=CC2)(C)C (2S)-2-((2-((5-methoxy-7,7-dimethyl-5,7-dihydrofuro[3,4-b]pyridin-2-yl)amino)-5-(5-(pyridin-3-yl)-1,3,4-oxadiazol-2-yl)pyrimidin-4-yl)amino)-2-phenylethan-1-ol